C(C)N(CCC(=O)N)CC (2-(diethylamino)ethyl)carboxamide